BrC1=C(C=C(C=C1)N1CCC(CC1)C(OC)OC)C 1-(4-bromo-3-methylphenyl)-4-(dimethoxymethyl)piperidine